BrC1=C(C(=C(C(=O)OC)C=C1)C)C methyl 4-bromo-2,3-dimethylbenzoate